methyl 2-bromo-4-[[tert-butyl(diphenyl)silyl]oxymethyl]-5-nitro-benzoate BrC1=C(C(=O)OC)C=C(C(=C1)CO[Si](C1=CC=CC=C1)(C1=CC=CC=C1)C(C)(C)C)[N+](=O)[O-]